ClC1=NC=CC(=C1)OCC(=O)C1CCOCC1 ((2-chloropyridin-4-yl)oxy)-1-(tetrahydro-2H-pyran-4-yl)ethan-1-one